ethyl-nicotinic acid sodium salt [Na+].C(C)C1=C(C(=O)[O-])C=CC=N1